6-Isobutyl-1-[2-((2R,5R)-2-methoxymethyl-5-methyl-piperazin-1-yl)-acetyl]-3,3-dimethyl-1,2,3,6-tetrahydro-pyrrolo[2,3-c]pyridin-5-one hydrochloride salt Cl.C(C(C)C)N1C=C2C(=CC1=O)C(CN2C(CN2[C@H](CN[C@@H](C2)C)COC)=O)(C)C